1,4-dimethylpyridinium triflate [O-]S(=O)(=O)C(F)(F)F.C[N+]1=CC=C(C=C1)C